C(C)(C)(C)O[Si](O)(OC(C)(C)C)OC(C)(C)C tris(t-butoxy)silanol